ethoxyformyl chloride C(C)OC(=O)Cl